C(C)C1C(CN2C(CCC12)=O)C1CC1 ethyl-2-cyclopropyl-5-oxotetrahydro-1H-pyrrolizine